C(#N)C1=CC=C(C=C1)S(F)(F)(F)(F)Cl 4-Cyanophenyltetrafluoro-λ6-sulfanyl chloride